6-(Bromomethyl)-N-(5-(2,3-dihydrobenzo[b][1,4]dioxine-6-carboxamido)-2-fluorophenyl)thieno[2,3-b]pyridine-2-carboxamide BrCC1=CC=C2C(=N1)SC(=C2)C(=O)NC2=C(C=CC(=C2)NC(=O)C2=CC1=C(OCCO1)C=C2)F